(-)-6-{[(trans)-4-(4-methoxyphenyl)-2-methylpiperidin-3-yl]methoxy}-2,3-dihydro-1H-isoindol-1-one COC1=CC=C(C=C1)C1C(C(NCC1)C)COC1=CC=C2CNC(C2=C1)=O